C1(=CC=CC=C1)C1=C2C=CC=CC2=C(C2=CC=CC=C12)C=1C=CC2=C(C=CO2)C1 5-(10-phenyl-anthracen-9-yl)benzofuran